ClC=1C=C(C=C(C1)Cl)C1=NC(=CC(=C1)CN1CCC(CC1)CC(=O)O)OC=1C=NC(=NC1)N1CCN(CC1)C(C)CCO 2-(1-((2-(3,5-dichlorophenyl)-6-((2-(4-(4-hydroxybutan-2-yl)piperazin-1-yl)pyrimidin-5-yl)oxy)pyridin-4-yl)methyl)piperidin-4-yl)acetic acid